C1(CC1)C1=NC=NC(=C1C1=NN2C(C(=N1)NCC1=CC3=C(C=4N(CCOCCO3)C=C(N4)C(F)(F)F)C=C1)=NC=C2)OC 2-(4-cyclopropyl-6-methoxypyrimidin-5-yl)-N-((2-(trifluoromethyl)-5,6,8,9-tetrahydrobenzo[i]imidazo[1,2-g][1,4,7]dioxazecin-12-yl)methyl)imidazo[2,1-f][1,2,4]triazin-4-amine